FC1=C(C=CC(=C1)F)CN1C(CCC1=O)CC(=O)OC methyl 2-[1-[(2,4-difluorophenyl)methyl]-5-oxopyrrolidin-2-yl]acetat